2-(4-((5-amino-1,3,4-thiadiazol-2-yl)thio)phenyl)-5-chloro-N4-(2-(isopropylsulfonyl)phenyl)pyrimidine-2,4-diamine NC1=NN=C(S1)SC1=CC=C(C=C1)C1(NC=C(C(=N1)NC1=C(C=CC=C1)S(=O)(=O)C(C)C)Cl)N